o-anisyl ether C(C=1C(=CC=CC1)OC)OCC=1C(=CC=CC1)OC